1-((S)-3-(4-((S)-2,2,2-trifluoro-1-((4-(4-morpholino-7H-pyrrolo[2,3-d]pyrimidin-6-yl)phenyl)amino)ethyl)piperidin-1-yl)pyrrolidin-1-yl)prop-2-en-1-one FC([C@@H](NC1=CC=C(C=C1)C1=CC2=C(N=CN=C2N2CCOCC2)N1)C1CCN(CC1)[C@@H]1CN(CC1)C(C=C)=O)(F)F